C(C)(C)(C)C=1N=CN(C1)C1=NC2=CC=C(C=C2C(=C1)OCC)[N+](=O)[O-] 2-(4-(tert-butyl)-1H-imidazol-1-yl)-4-ethoxy-6-nitroquinoline